C(C)(C)N1CC(N(C2(CN(C2)C2=NC=CC=C2)C1=O)C(C)C1=CC=C(C=C1)C(F)(F)F)=O 8-isopropyl-2-(pyridin-2-yl)-5-(1-(4-(trifluoromethyl)phenyl)ethyl)-2,5,8-triazaspiro[3.5]nonane-6,9-dione